CC(C)(C)N(C(O)=O)[C@H](CCNCC=1C=NC=CC1)C.FC1=CC=C(C=C1)C=1SC(=CN1)B1OC(C(O1)(C)C)(C)C 2-(4-fluorophenyl)-5-(4,4,5,5-tetramethyl-1,3,2-dioxaborolan-2-yl)thiazole 1,1-Dimethylethyl-{(1S)-1-methyl-3-[(3-pyridinylmethyl)amino]propyl}carbamate